C(C)N(C(CCCCCCCCC)CCCCCCCCC\C=C/C\C=C/CCCCC)C (20Z,23Z)-N-ethyl-N-methylnonacosa-20,23-dien-10-amine